OCC#CC1=C2C=CC(=CC2=CC=C1)O 5-(3-hydroxyprop-1-yn-1-yl)naphthalen-2-ol